dichloro-3,4'-diaminobiphenyl ClC1=C(C(=C(C=C1)C1=CC=C(C=C1)N)Cl)N